C(C)(C)(C)C=1C=CC=2C(NS(C3=CC=CC(NCCOC4CC(N(C2N1)C4)(C)C)=N3)(=O)=O)=O 8-tert-Butyl-12,12-dimethyl-15-oxa-2λ6-thia-3,9,11,18,23-pentaazatetracyclo[17.3.1.111,14.05,10]tetracosa-1(22),5(10),6,8,19(23),20-hexaene-2,2,4-trione